C(=CCCCCCCCCC)N undecen-1-amine